(3,5-difluorophenoxy)triisopropylsilane tert-butyl-((1S,3S)-3-((4-(2-oxopyridin-1(2H)-yl)phenyl)amino)cyclopentyl)carbamate C(C)(C)(C)N(C(O)=O)[C@@H]1C[C@H](CC1)NC1=CC=C(C=C1)N1C(C=CC=C1)=O.FC=1C=C(O[Si](C(C)C)(C(C)C)C(C)C)C=C(C1)F